BrC1=C(C2=C(N=C(N=C2)NC2=NC=C(C=C2)N(C)C)N(C1=O)C1CCCC1)C 6-Bromo-8-cyclopentyl-2-(5-dimethylamino-pyridin-2-ylamino)-5-methyl-8H-pyrido[2,3-d]pyrimidin-7-one